C(CCCCCCCCCCCCCCCCC)(=O)O.C(CCCCCCCCCCCCCCCCC)(=O)O.C([C@H](O)[C@H](O)CO)O erythritol distearate